C(C)(C)OC1=CC=C(C=C1)NC(C1=C(C=CC(=C1)[N+](=O)[O-])SC1=NN=NN1C)=O N-(4-isopropoxy-phenyl)-2-(1-methyl-1H-tetrazol-5-ylsulfanyl)-5-nitro-benzamide